3-methyloctan-3-olAt CC(CC)(CCCCC)[O-]